NCC(=O)N[C@@H](CCCNC(N)=N)C(=O)NC1=CC2=CC=CC=C2C(=C1)OC glycyl-arginyl-4-methoxy-β-naphthylamine